O=C(C(=O)OCC(F)(F)F)N1[C@H](CC[C@@H](C1)C)C1=CC(=NC=C1)OC1CC1 |r| 2,2,2-Trifluoroethyl 2-oxo-2-[rac-(2R,5S)-2-[2-(cyclopropoxy)-4-pyridyl]-5-methyl-1-piperidyl]acetate